C(C)(C)(C)C1=CC=C(CN2[C@@H](CCC2)C(=O)O)C=C1 (4-tert-butyl-benzyl)-proline